BrC1=CC=C(C(=C1)NCCOCC(F)(F)F)N 5-bromo-N1-(2-(2,2,2-trifluoroethoxy)ethyl)benzene-1,2-diamine